[3-(1-amino-4-methylphthalazin-6-yl)-2-fluoro-4-(trifluoromethyl)phenyl]boronic acid formate salt C(=O)O.NC1=NN=C(C2=CC(=CC=C12)C=1C(=C(C=CC1C(F)(F)F)B(O)O)F)C